FC=1C=C(CNC(C2=C(C=CC(=C2)OC)OC)=O)C=CC1 N-(3-fluorobenzyl)-2,5-dimethoxybenzamide